lanthanum lithium hydroxide [OH-].[Li+].[La+3].[OH-].[OH-].[OH-]